CNC1=CC(=C(C=C1)C)[N+](=O)[O-] N,4-dimethyl-3-nitroaniline